pyrrolo[2,3-d]pyrimidine-7-carboxylate N1=CN=CC2=C1N(C=C2)C(=O)[O-]